(2R,4r,6S)-tert-Butyl 4-(2-((trans)-4-aminocyclohexyl)ethoxy)-2,6-dimethylpiperidine-1-carboxylate N[C@@H]1CC[C@H](CC1)CCOC1C[C@H](N([C@H](C1)C)C(=O)OC(C)(C)C)C